3,5-dibenzyloxy-4-methyl-pyridine-2-carboxylic acid C(C1=CC=CC=C1)OC=1C(=NC=C(C1C)OCC1=CC=CC=C1)C(=O)O